di-tert-butyl ((4S)-5-(3-(4-fluorophenyl)-1H-indole-2-carboxamido)-2-((triisopropylsilyl)oxy)pentane-1,4-diyl)dicarbamate FC1=CC=C(C=C1)C1=C(NC2=CC=CC=C12)C(=O)NC[C@H](CC(CNC(OC(C)(C)C)=O)O[Si](C(C)C)(C(C)C)C(C)C)NC(OC(C)(C)C)=O